O-((3-((tert-butyldimethylsilyl)oxy)bicyclo(1.1.1)pentan-1-yl)methyl) S-methyl carbonodithioate C(OCC12CC(C1)(C2)O[Si](C)(C)C(C)(C)C)(=S)SC